tert-butyl 3-(4-(4-((2,6-dioxopiperidin-3-yl)amino)-2-fluorophenyl)-[1,4'-bipiperidin]-1'-yl)propanoate O=C1NC(CCC1NC1=CC(=C(C=C1)C1CCN(CC1)C1CCN(CC1)CCC(=O)OC(C)(C)C)F)=O